C(C=C)(=O)OCCCC[Si](Br)(Br)Br acryloxybutyltribromosilane